ethyl 2-(3-(3-amino-6-bromopyridazin-4-yl)-3,8-diazabicyclo[3.2.1]octan-8-yl)acetate NC=1N=NC(=CC1N1CC2CCC(C1)N2CC(=O)OCC)Br